C(CCCCCCCCCCCCCCCCC)NCCCN octadecyltrimethylenediamine